4-((2R,4s,6S)-2-cyano-7-((5-methoxy-7-methyl-1H-indol-4-yl)methyl)-7-azaspiro[3.5]nonan-6-yl)-N-((3-methoxyoxetan-3-yl)methyl)benzamide C(#N)C1CC2(C1)C[C@H](N(CC2)CC2=C1C=CNC1=C(C=C2OC)C)C2=CC=C(C(=O)NCC1(COC1)OC)C=C2